C1(=CC=CC=C1)CC(=O)N benzene-acetamide